Cl.C(C)(C)(C)N1N=NC(=C1)C(=O)NCC1=C(C=C(C=C1)C1=C(C=NC=C1)N1CC(CCC1)NC)C 1-(tert-butyl)-N-(2-methyl-4-(3-(3-(methylamino)piperidin-1-yl)pyridin-4-yl)benzyl)-1H-1,2,3-triazole-4-carboxamide hydrochloride